2-amino-N-[(1R,3S)-3-{[6-chloro-2-(trifluoromethyl)quinolin-4-yl]amino}cyclohexyl]pyrimidine-5-carboxamide NC1=NC=C(C=N1)C(=O)N[C@H]1C[C@H](CCC1)NC1=CC(=NC2=CC=C(C=C12)Cl)C(F)(F)F